aluminium (oxy)hydroxide O(O)O.[Al]